NC1=CC(=C(C=C1)C(=O)N1CCN(CC1)C(=O)OC(C)(C)C)F (4-amino-2-fluorophenyl)(4-Boc-piperazin-1-yl)methanone